(7-(4-cyclopentylpiperazin-1-yl)-4,4-dimethyl-3,4-dihydroisoquinolin-2(1H)-yl)(2-methoxyphenyl)methanone C1(CCCC1)N1CCN(CC1)C1=CC=C2C(CN(CC2=C1)C(=O)C1=C(C=CC=C1)OC)(C)C